Methyl 2-(N-tert-butylsulfamoyl)-4-methylbenzoate C(C)(C)(C)NS(=O)(=O)C1=C(C(=O)OC)C=CC(=C1)C